BrC=1C=C(C=CC1C#N)NC(=O)C1(CCC1)N1N=CC(=C1)C#CC1CN(C1)C=1C=C2C(N(C(C2=CC1)=O)C1C(NC(CC1)=O)=O)=O N-(3-bromo-4-cyanophenyl)-1-(4-((1-(2-(2,6-dioxopiperidin-3-yl)-1,3-Dioxoisoindoline-5-yl)azetidin-3-yl)ethynyl)-1H-pyrazol-1-yl)cyclobutane-1-carboxamide